C(C)(=O)C(C(=O)OCC)(CCCC(=O)OC)C O1-ethyl O6-methyl 2-acetyl-2-methyl-hexanedioate